tert-butylthiazole-2-carbamate C(C)(C)(C)OC(NC=1SC=CN1)=O